tert-butyl N-[(3R)-1-ethylazepan-3-yl]carbamate C(C)N1C[C@@H](CCCC1)NC(OC(C)(C)C)=O